pentaglycerol stearate C(CCCCCCCCCCCCCCCCC)(=O)O.OCC(O)CO.OCC(O)CO.OCC(O)CO.OCC(O)CO.OCC(O)CO